C(#N)C1=C(C=CC(=C1)C(=O)C1=CC=C2C(=CC=CN12)C1=CC2=C(N(C=N2)C)C=C1C(F)(F)F)NC(\C=C\CN(C)C)=O (E)-N-(2-cyano-4-(8-(1-methyl-6-(trifluoromethyl)-1H-benzo[d]imidazol-5-yl)indolizine-3-carbonyl)phenyl)-4-(dimethylamino)but-2-enamide